(3R,5S)-3-(tert-butyldimethylsilyloxy)-5-hydroxypiperidine-1-carboxylic acid tert-butyl ester C(C)(C)(C)OC(=O)N1C[C@@H](C[C@@H](C1)O)O[Si](C)(C)C(C)(C)C